N1(CCCCC1)CC(=O)NC1=NC=CC(=C1)C1=CNC2=NC=CC(=C21)OC2=CC=C1CCNCC1=C2 2-(Piperidin-1-yl)-N-(4-(4-((1,2,3,4-tetrahydroisochinolin-7-yl)oxy)-1H-pyrrolo[2,3-b]pyridin-3-yl)pyridin-2-yl)acetamid